4-(9-benzyl-6-(1-methylcyclopropoxy)-9H-purin-8-yl)-3-chlorobenzaldehyde C(C1=CC=CC=C1)N1C2=NC=NC(=C2N=C1C1=C(C=C(C=O)C=C1)Cl)OC1(CC1)C